(R)-2-(1-(6-chloropyrimidin-4-yl)pyrrolidin-3-yl)propan-2-ol ClC1=CC(=NC=N1)N1C[C@@H](CC1)C(C)(C)O